(3S)-3-amino-1-[4-[4-[6-chloro-4-(trifluoromethyl)-2-pyridyl]piperazin-1-yl]sulfonylphenyl]azetidin-2-one N[C@@H]1C(N(C1)C1=CC=C(C=C1)S(=O)(=O)N1CCN(CC1)C1=NC(=CC(=C1)C(F)(F)F)Cl)=O